(R/S)-2-(2-fluorophenyl)piperidine FC1=C(C=CC=C1)[C@@H]1NCCCC1 |r|